1-(2-hydroxy-6-(trifluoromethoxy)phenyl)-1-ethanone OC1=C(C(=CC=C1)OC(F)(F)F)C(C)=O